FC(CO)(CO)F 2,2-Difluoro-1,3-propanediol